[N+](=[N-])=C(CCC[C@H](N)C(=O)O)N 6-diazolysine